2-Ethyl 2-[2-[2-[2-[2-(5-amino-2,3-dimethoxy-phenoxy)ethoxy]ethoxy]ethoxy]ethoxy]acetate NC=1C=C(C(=C(OCCOCCOCCOCCOCC(=O)OCC)C1)OC)OC